diethylene glycol nonyl ether C(CCCCCCCC)OCCOCCO